Tert-butyl N-[4-([4-[1-(2,6-dioxopiperidin-3-yl)-3-methyl-2-oxo-2,3-dihydro-1H-1,3-benzodiazol-5-yl]but-3-yn-1-yl]oxy)butyl]carbamate O=C1NC(CCC1N1C(N(C2=C1C=CC(=C2)C#CCCOCCCCNC(OC(C)(C)C)=O)C)=O)=O